Methyl-Allyl Sulfid CSCC=C